ClC=1N=C(N(C1)C)C1=CC=C(C=O)C=C1 4-(4-chloro-1-methyl-1H-imidazol-2-yl)benzaldehyde